BrC=1C(=C(OCC2CC3(C2)CCN(CC3)CC(=O)O)C=CC1)C 2-(2-((3-bromo-2-methylphenoxy)methyl)-7-azaspiro[3.5]nonan-7-yl)acetic acid